4-[6-(5-methyl-1,2,4-oxadiazol-3-yl)-1H-pyrazolo[3,4-b]pyridin-3-yl]-N-[(3S,6S)-6-methyl-3-piperidyl]-5-(trifluoromethyl)pyrimidin-2-amine CC1=NC(=NO1)C1=CC=C2C(=N1)NN=C2C2=NC(=NC=C2C(F)(F)F)N[C@@H]2CN[C@H](CC2)C